C(#C)C1=CC(=C(C=C1)C=1C(N(C(=NN1)N[C@H]1[C@@H](CCCC1)O)C)=O)O 6-(4-ethynyl-2-hydroxyphenyl)-3-(((1R,2R)-2-hydroxycyclohexyl)amino)-4-methyl-1,2,4-Triazine-5(4H)-one